nickel-manganese-chromium-molybdenum [Mo].[Cr].[Mn].[Ni]